CC=1N=NC(=NN1)C1=NC=CC=C1 3-methyl-6-(2-pyridyl)-1,2,4,5-tetrazine